C(C)(C)(C)OC(=O)N(C(CCC)C1=CC=C(C=C1)CCC(=O)O)C 3-(4-(1-((tert-butoxycarbonyl)(methyl)amino)butyl)phenyl)propanoic acid